2-amino-6-(trifluoromethyl)pyrimidin-4-ol NC1=NC(=CC(=N1)O)C(F)(F)F